C(C)C1=C(C=C(C(=C1)O)F)C1=CC=C2C(=NNC2=C1)C=1NC=C(N1)CNC(CC)=O N-((2-(6-(2-Ethyl-5-Fluoro-4-Hydroxyphenyl)-1H-Indazol-3-yl)-1H-Imidazol-4-yl)methyl)propionamid